C(C)(C)(C)OC(C1=CN=C(C=C1)NC1=C(N=NC(=C1)C1=C(C=CC=C1F)F)C(N)=O)=O 6-((3-carbamoyl-6-(2,6-difluorophenyl)pyridazin-4-yl)amino)nicotinic acid tert-butyl ester